2-chloro-4,6-bis(naphthalene-2-yl)-1,3,5-triazine ClC1=NC(=NC(=N1)C1=CC2=CC=CC=C2C=C1)C1=CC2=CC=CC=C2C=C1